[(2R)-2-[3-[[4-[4-(3,5-dichlorophenyl)piperazin-1-yl]sulfonylphenyl]carbamoyl]-4-[methyl(methylsulfonyl)amino]phenyl]-2-hydroxy-ethyl] 4-methylbenzenesulfonate CC1=CC=C(C=C1)S(=O)(=O)OC[C@H](O)C1=CC(=C(C=C1)N(S(=O)(=O)C)C)C(NC1=CC=C(C=C1)S(=O)(=O)N1CCN(CC1)C1=CC(=CC(=C1)Cl)Cl)=O